C1(CC1)NS(=O)(=O)C=1C=C(C=CC1)NC=1C2=C(N=C(N1)NC1=CC=C(C=C1)N1CCN(CC1)C)COC2 N4-(3-[N-Cyclopropylsulfamoyl]phenyl)-N2-[4-(4-methylpiperazin-1-yl)phenyl]-5,7-dihydrofuro[3,4-d]pyrimidine-2,4-diamine